C(C(C)(C)C)(=O)[O-].C(C(C)(C)C)(=O)[O-].[Ru+2] ruthenium bis-pivalate